N1=C2C(=NO1)C=C(C=C2)N benzofurazan-5-amine